(S)-methyl 1-(2,2-dihydroxyethyl)-5-(1-(4-fluorophenyl) ethylcarbamoyl)-3-methoxy-4-oxo-1,4-dihydropyridine-2-carboxylate OC(CN1C(=C(C(C(=C1)C(N[C@@H](C)C1=CC=C(C=C1)F)=O)=O)OC)C(=O)OC)O